[Zr+4].C(C(O)C(O)C(=O)[O-])(=O)[O-].C(C(O)C(O)C(=O)[O-])(=O)[O-] tartaric acid zirconium salt